ethyl 2-((3-(2-chloro-4-fluoro-5-(3-methyl-2,6-dioxo-4-(trifluoromethyl)-2,3-dihydropyrimidin-1(6H)-yl)phenoxy)pyridin-2-yl)oxy)acetate ClC1=C(OC=2C(=NC=CC2)OCC(=O)OCC)C=C(C(=C1)F)N1C(N(C(=CC1=O)C(F)(F)F)C)=O